4-(2-(6-(2,4-dimethylphenyl)-1,1-dioxido-1,2,6-thiadiazinan-2-yl)acetamido)adamantan-1-carboxamide CC1=C(C=CC(=C1)C)N1CCCN(S1(=O)=O)CC(=O)NC1C2CC3(CC(CC1C3)C2)C(=O)N